2-(benzofuran-5-ylsulfonyl)-1,2,3,4,5,6-hexahydropyrrolo[3,4-c]pyrrole hydrochloride Cl.O1C=CC2=C1C=CC(=C2)S(=O)(=O)N2CC=1CNCC1C2